N-[5-(1H-benzimidazol-2-yl)-1H-pyrazol-3-yl]-4-(2-methoxyethoxy)-3-(trifluoromethyl)benzamide N1C(=NC2=C1C=CC=C2)C2=CC(=NN2)NC(C2=CC(=C(C=C2)OCCOC)C(F)(F)F)=O